BrCC=1C(=NOC1C1CC1)C1=C(C=CC=C1C)C 4-(bromomethyl)-5-cyclopropyl-3-(2,6-dimethylphenyl)-1,2-oxazole